tert-butyl [6-bromo-5-(2,4-difluorophenoxy)pyridin-2-yl]carbamate BrC1=C(C=CC(=N1)NC(OC(C)(C)C)=O)OC1=C(C=C(C=C1)F)F